hydroxy-5-methoxy-7-beta-D-glucopyranosyl-dihydroflavone OC1(OC2=CC(=CC(=C2C(C1)=O)OC)[C@H]1[C@H](O)[C@@H](O)[C@H](O)[C@H](O1)CO)C1=CC=CC=C1